1-((2-aminopyridin-4-yl)methyl)-5,5-dimethyl-3-(3-(trifluoromethyl)-1H-indazol-6-yl)imidazolidine-2,4-dione NC1=NC=CC(=C1)CN1C(N(C(C1(C)C)=O)C1=CC=C2C(=NNC2=C1)C(F)(F)F)=O